1,2-dichloro-1,1,4,4,4-pentachlorobutane ClC(C(CC(Cl)(Cl)Cl)Cl)(Cl)Cl